3-ethyl-1-(4-sulfobutyl)pyridinium ethyl-3-(3-(3-chlorobenzyl)phenyl)-3-(3-(4-hydroxy-1,5-dimethyl-2-oxo-1,2-dihydropyridin-3-yl)ureido)propanoate C(C)OC(CC(NC(=O)NC=1C(N(C=C(C1O)C)C)=O)C1=CC(=CC=C1)CC1=CC(=CC=C1)Cl)=O.C(C)C=1C=[N+](C=CC1)CCCCS(=O)(=O)O